5-((8-(4-(1,3-dioxoisoindolin-2-yl)butoxy)octyl)oxy)pentanenitrile O=C1N(C(C2=CC=CC=C12)=O)CCCCOCCCCCCCCOCCCCC#N